2-(2,4-dichlorophenyl)-3-aminomethyl-4-methyl-6-methoxyquinoline ClC1=C(C=CC(=C1)Cl)C1=NC2=CC=C(C=C2C(=C1CN)C)OC